O\N=C(/N)\C1=NC(=NC(=C1)OC)O[C@@H](C)[C@H]1N(CCC1)C (Z)-N'-hydroxy-6-methoxy-2-((S)-1-((S)-1-methylpyrrolidin-2-yl)ethoxy)pyrimidine-4-carboxamidine